tert-butyl (R)-3-((3-methylthieno[2,3-c]pyridin-7-yl)amino)piperidine-1-carboxylate CC1=CSC2=C(N=CC=C21)N[C@H]2CN(CCC2)C(=O)OC(C)(C)C